C(C)(C)(C)C=1C=C(C=C(C1O)C(C)(C)C)CCC(=O)OCCNC(C(=O)NCCOC(CCC1=CC(=C(C(=C1)C(C)(C)C)O)C(C)(C)C)=O)=O oxalylbis(azanediyl)bis(ethane-2,1-diyl) bis(3-(3,5-di-tert-butyl-4-hydroxyphenyl)propanoate)